phenyl (3-chloro-4-((4-methylpiperazin-1-yl)methyl)phenyl)carbamate ClC=1C=C(C=CC1CN1CCN(CC1)C)NC(OC1=CC=CC=C1)=O